7-fluoro-1-methoxy-3-vinylisoquinoline FC1=CC=C2C=C(N=C(C2=C1)OC)C=C